O=C1NC(CCC1N1C(C2=CC=CC(=C2C1)NCCOCCNC(C1=C(C=C(C=C1)C=1C=NC=2N(N1)C(=CN2)CC=2C=C1C=CC=NC1=CC2)F)=O)=O)=O N-(2-(2-((2-(2,6-dioxopiperidin-3-yl)-1-oxoisoindolin-4-yl)amino)ethoxy)ethyl)-2-fluoro-4-(7-(quinolin-6-ylmethyl)imidazo[1,2-b][1,2,4]triazin-2-yl)benzamide